styrenylbromide C(=CC1=CC=CC=C1)Br